COC1=C(C=CC(=C1)C=1C=NN(C1)C)NC=1N=CC2=C(N1)C(=NC=C2)NCC2(CC2)O 1-(((2-((2-methoxy-4-(1-methyl-1H-pyrazol-4-yl)phenyl)amino)pyrido[3,4-d]pyrimidin-8-yl)amino)methyl)cyclopropanol